Cl.O=C1C(=CN(C2=NC=CC=C12)C=1SC=CN1)C(=O)O 4-oxo-1-(1,3-thiazol-2-yl)-1,4-dihydro-1,8-naphthyridine-3-carboxylic acid hydrochloride